C1(=CC=CC=C1)C(CNC(CCCCCCCC)=O)N1CCCCC1 N-(2-phenyl-2-piperidin-1-ylethyl)nonanamide